CN1N=CC=2C(NC(=CC21)C(=O)O)=O 1-methyl-4-oxo-4,5-dihydro-1H-pyrazolo[4,3-c]pyridine-6-carboxylic acid